ClC=1N=CC=C2C1N(C=C2)CC(=O)OC(C)(C)C tert-butyl 2-(7-chloro-1H-pyrrolo[2,3-c]pyridin-1-yl)acetate